CC1CCCC2C3CCC(C12)C3 decahydro-8-methyl-1,4-methanonaphthalen